FC1=NC=C(C=N1)C1CCNCC1 2-Fluoro-5-(piperidin-4-yl)pyrimidine